FC(F)(F)C=CC1=CC=C(C=C1)C(C)(C)C trifluoromethyl-4-tert-butylstyrene